ethyl (S)-2-(4-(1-ethylpyrrolidin-2-yl)piperidin-1-yl)-6-azaspiro[3.4]octane-6-carboxylate C(C)N1[C@@H](CCC1)C1CCN(CC1)C1CC2(C1)CN(CC2)C(=O)OCC